N(=[N+]=[N-])[C@@H]1[C@@H](N(CC1)C(=O)OC(C)(C)C)COC1=CC=C(C=C1)C(C)C (2R,3S)-tert-butyl 3-azido-2-((4-isopropylphenoxy)methyl)pyrrolidine-1-carboxylate